ClC=1C=CC2=C(C(=NO2)NCC2=C(C=C(C=C2)C2=C3C(=NC=C2)NC(=N3)C=3C=NN(C3)C)F)C1 5-Chloro-N-(2-fluoro-4-(2-(1-methyl-1H-pyrazol-4-yl)-3H-imidazo[4,5-b]pyridin-7-yl)benzyl)benzo[d]isoxazol-3-amine